[Si](C1=CC=CC=C1)(C1=CC=CC=C1)(C(C)(C)C)OCOC(=O)N1CC(CC1CI)O (((tert-butyldiphenylsilyl)oxy)methyl)-3-hydroxy-5-(iodomethyl)pyrrolidin-1-carboxylate